[C@H]1([C@@H](O)[C@@H](O)[C@H](O)[C@H](O1)CO)O[C@@H]1[C@@H]([C@H](O[C@@H]([C@H]1O)CO[C@@H]1[C@@H](O)[C@@H](O)[C@H](O)[C@H](O1)CO)OCCNC([C@H](CCC(=O)O)NC(CCCCCCCCCCCCC)=O)=O)O (S)-5-{[2-({α-D-mannopyranosyl-(1→3)-[α-D-mannopyranosyl-(1→6)]-α-D-mannopyranosyl}oxy)ethyl]amino}-5-oxo-4-tetradecanamidopentanoic acid